CCCC(CCCCCCC)(O)O undecane-4,4-diol